C(C)(C)(C)OC(N(C)CCN(CC1=C(C(=NN1)C)Br)C(=O)OCC1=CC=CC=C1)=O tert-butyl-N-[2-[benzyloxycarbonyl-[(4-bromo-3-methyl-1H-pyrazol-5-yl)methyl]amino]ethyl]-N-methyl-carbamate